C[Si](CCOCN1C=NC2=C1CNC2)(C)C 1-((2-(trimethylsilyl)ethoxy)methyl)-1,4,5,6-tetrahydropyrrolo[3,4-d]imidazole